C(C)OC1=C(C=CC=C1)Br ethoxybromobenzene